C(C)(C)C1=CC=C(C=C1)S(=O)(=O)OC1=C(C=CC=C1)NC(=O)NC1=CC=C(C=C1)OS(=O)(=O)C1=CC=C(C=C1)C(C)C N-[2-(p-isopropylphenylsulphonyloxy)phenyl]-N'-[4-(p-isopropylphenylsulphonyloxy)phenyl]urea